NCCC(CCN)(CCN)CC 3-(aminoethyl)-3-ethyl-1,5-pentanediamine